4-[4-(1H-pyrrolo[2,3-b]pyridin-4-yl)-1H-pyrazol-1-yl]-2-(trifluoromethyl)-benzonitrile N1C=CC=2C1=NC=CC2C=2C=NN(C2)C2=CC(=C(C#N)C=C2)C(F)(F)F